C(CCCC)SSCCC(=O)N(CCCN1CCCC1)C(CCCCCCCCC(=O)OC\C=C/CCCCC)CCCCCCCCC(=O)OC\C=C/CCCCC di((Z)-oct-2-en-1-yl) 10-(3-(pentyldisulfaneyl)-N-(3-(pyrrolidine-1-yl)propyl)propanamido)nonadecanedioate